[C@H]12CN(C[C@H](CC1)N2)C2=NC(=NC1=C(C(=CC=C21)C2=CC(=CC1=CC=CC=C21)O)F)OCC(CO)(C2=CC=CC=C2)C 4-(4-((1R,5S)-3,8-diazabicyclo[3.2.1]octan-3-yl)-8-fluoro-2-(3-hydroxy-2-methyl-2-phenylpropoxy)quinazolin-7-yl)naphthalen-2-ol